C1(=CC=CC2=CC=CC=C12)C=1C=C(C=CC1)B(O)O 3-(1-naphthyl)benzeneboronic acid